2,6-dibromoisonicotinamide BrC=1C=C(C(=O)N)C=C(N1)Br